3-chloro-1-(N,N-dimethyl)propylamine CN(C)CCCCl